P(=O)(OCN1/C(/SC(=N1)OC[C@@H]1OCCOC1)=N/C(=O)C=1C=NC(=CC1C1=CC(=NC=C1OC)Cl)C)(O)O (R,Z)-(5-((1,4-dioxan-2-yl)methoxy)-2-((2'-chloro-5'-methoxy-6-methyl-[4,4'-bipyridine]-3-carbonyl)imino)-1,3,4-thiadiazol-3(2H)-yl)methyl dihydrogen phosphate